((6-hydroxy-5-methyl-4-pentyl-1',2',3',4'-tetrahydro-[1,1'-biphenyl]-2-yl)oxy)methyl acetate C(C)(=O)OCOC1=C(C(=C(C(=C1)CCCCC)C)O)C1CCCC=C1